N-[2-(benzhydrylideneamino)oxyethyl]-4-fluoro-3-methoxy-aniline C(C1=CC=CC=C1)(C1=CC=CC=C1)=NOCCNC1=CC(=C(C=C1)F)OC